NCCCCCCCNC(OC(C)(C)C)=O tertbutyl (7-aminoheptyl)carbamate